6,7-dimethylquinoline CC=1C=C2C=CC=NC2=CC1C